1-{[6-Chloro-5-(trifluoromethyl)(2-pyridyl)]amino}-3-(2-ethoxyethyl)-4-methylazoline-2,5-dione ClC1=C(C=CC(=N1)NN1C(C(=C(C1=O)C)CCOCC)=O)C(F)(F)F